C1NCC12CC(C2)NC(=O)NC2=CC=C(C=C2)OC(F)(F)F 1-(2-azaspiro[3.3]heptan-6-yl)-3-(4-(trifluoromethoxy)phenyl)urea